(S)-benzyl 1-(9H-fluoren-9-yl)-10-methyl-3,6-dioxo-2,9-dioxa-4,7-diazaundecan-11-oate C1=CC=CC=2C3=CC=CC=C3C(C12)COC(NCC(NCO[C@H](C(=O)OCC1=CC=CC=C1)C)=O)=O